N-stearylstearic acid amide C(CCCCCCCCCCCCCCCCC)NC(CCCCCCCCCCCCCCCCC)=O